tert-butyl (S)-6-benzyl-8-(((2S,3R)-3-(cyclohexylmethoxy)-1-methoxy-1-oxobutan-2-yl)carbamoyl)-2,6-diazaspiro[3.4]octane-2-carboxylate C(C1=CC=CC=C1)N1CC2(CN(C2)C(=O)OC(C)(C)C)[C@@H](C1)C(N[C@H](C(=O)OC)[C@@H](C)OCC1CCCCC1)=O